di[4-(2-naphthyl) phenyl]-carbonate C1=C(C=CC2=CC=CC=C12)C1=CC=C(C=C1)OC(OC1=CC=C(C=C1)C1=CC2=CC=CC=C2C=C1)=O